NC1=NC2=CC(=C(C=C2C=C1C)C(=O)N(CC1=NC=C(C=C1)C(F)(F)F)CC(C)C)C 2-amino-3,7-dimethyl-N-(2-methylpropyl)-N-((5-(trifluoromethyl)-2-pyridinyl)methyl)-6-quinolinecarboxamide